S(=O)(=O)(O)C1=C(C(=O)[O-])C=CC(=C1)C(=O)[O-].C(C)[NH+](CC)CC.C(C)[NH+](CC)CC triethylammonium 2-sulfoterephthalate